N1C=CC=2C1=NC=C(C2)OC2=C(C(=O)N)C=CC=C2 2-(1H-pyrrolo(2,3-b)pyridin-5-yloxy)benzamide